C(C)(=O)N(C(C)=O)C1=C(C=C(C=C1[N+](=O)[O-])Br)C(F)(F)F (N,N-diacetyl)amino-3-nitro-5-bromobenzotrifluoride